(3-(dibenzylamino)bicyclo[1.1.1]pentan-1-yl)zinc(II) chloride [Cl-].C(C1=CC=CC=C1)N(C12CC(C1)(C2)[Zn+])CC2=CC=CC=C2